C(C1=CC=CC=C1)NC(C(=O)O)CC1CCC1 2-(Benzylamino)-3-cyclobutylpropanoic Acid